(E)-3-(1-((2-(1H-indol-3-yl)ethyl)amino)-2,3-dihydro-1H-inden-5-yl)-N-hydroxyacrylamide N1C=C(C2=CC=CC=C12)CCNC1CCC2=CC(=CC=C12)/C=C/C(=O)NO